NC1(CC=C(C=C1)C)N 4,4-diaminophenyl-methane